C1=NN2C=3C(NCCOC13)=NC(=C2)C(=O)OC Methyl 7,8-dihydro-6H-9-oxa-2,2a,5,6-tetraazabenzo[cd]azulene-4-carboxylate